C(C)(C)(C)C=1C=CC=2N(C3=CC=CC=C3C2C1)C1=C(C(=C(C(=C1C#N)N1C2=CC=CC=C2C=2C=C(C=CC12)C(C)(C)C)C=1C(=NC(=CC1)C1=CC=CC=C1)C1=CC=CC=C1)N1C2=CC=CC=C2C=2C=C(C=CC12)C(C)(C)C)C1=C(C=CC=C1)N1C2=CC=CC=C2C=2C=CC=CC12 2,4,6-tris(3-(tert-butyl)-9H-carbazol-9-yl)-2'-(9H-carbazol-9-yl)-5-(2,6-diphenylpyridin-3-yl)-[1,1'-biphenyl]-3-carbonitrile